O1C=CC=2C1=CN=CC2 furo[5,4-c]pyridine